tert-butyl 2,2-dimethyl-4-((4-(methylsulfonyl)phenoxy)methyl)pyrrolidine-1-carboxylate CC1(N(CC(C1)COC1=CC=C(C=C1)S(=O)(=O)C)C(=O)OC(C)(C)C)C